6-[(3R)-3,4-dimethylpiperazin-1-yl]pyridine-2-carbonitrile C[C@@H]1CN(CCN1C)C1=CC=CC(=N1)C#N